[N+](=O)([O-])C=1C(=NC=CC1)NC1CN(C1)C(=O)OC(C)(C)C tert-Butyl 3-((3-nitropyridin-2-yl)amino)azetidine-1-carboxylate